CN1C(=NC2=C(C=C(C=C2C1=O)C)[C@@H](C)NC1=C(C=CC=C1)NS(=O)(=O)C)N1CCOCC1 N-[2-[[(1R)-1-(3,6-dimethyl-2-morpholino-4-oxo-quinazolin-8-yl)ethyl]amino]phenyl]-methanesulfonamide